OC(C(=O)C1=CC=C(C=C1)OC1=CC=C(C=C1)O)(C)C 2-hydroxy-1-(4-(4-hydroxyphenoxy)phenyl)-2-methyl-1-propanone